4-amino-3-(1-methyl-6-oxo-1,6-dihydropyridin-3-yl)isothiazole-5-carboxylate NC=1C(=NSC1C(=O)[O-])C1=CN(C(C=C1)=O)C